N-(5-Chloro-6-(2H-1,2,3-triazol-2-yl)pyridin-3-yl)-1-(1-(dimethylamino)-isochinolin-4-yl)-5-(trifluoromethyl)-1H-pyrazol-4-carboxamid ClC=1C=C(C=NC1N1N=CC=N1)NC(=O)C=1C=NN(C1C(F)(F)F)C1=CN=C(C2=CC=CC=C12)N(C)C